NCCCCN1CC2N(C[C@H](C1=O)CC1=CC=C(C=C1)O)C(CCN2C(=O)NCC(C)C)=O (7R)-9-(4-aminobutyl)-7-(4-hydroxybenzyl)-N-isobutyl-4,8-dioxooctahydropyrimido[1,2-a][1,4]diazepine-1(2H)-carboxamide